2-methylpropan-2-yl 2-methyl-9-(4,4,5,5-tetramethyl-1,3,2-dioxaborolan-2-yl)-3-azaspiro[5.5]undec-8-ene-3-carboxylate CC1CC2(CCN1C(=O)OC(C)(C)C)CC=C(CC2)B2OC(C(O2)(C)C)(C)C